5-{7-[2-(1,3-dihydro-2H-isoindol-2-yl)ethoxy]-1-fluoro-3-hydroxynaphthalen-2-yl}-1λ6,2,5-thiadiazolidine-1,1,3-trione C1N(CC2=CC=CC=C12)CCOC1=CC=C2C=C(C(=C(C2=C1)F)N1CC(NS1(=O)=O)=O)O